C(C1=CC=CC=C1)(=O)NC1=NC(N(C=C1)[C@@H]1O[C@@H](CN(C1)C(C1=CC=CC=C1)(C1=CC=CC=C1)C1=CC=CC=C1)COC(CCC(=O)O)=O)=O 4-{[(2S,6R)-6-(4-benzamido-2-oxopyrimidin-1(2H)-yl)-4-tritylmorpholin-2-yl]methoxy}-4-oxobutanoic Acid